1,4-dibenzoyl-butane C(C1=CC=CC=C1)(=O)CCCCC(C1=CC=CC=C1)=O